cyclopropyl-methanesulfonyl chloride C1(CC1)CS(=O)(=O)Cl